NC1CCC(CC1)N1C=NC=C1 N-(4-aminocyclohexyl)-1H-imidazole